N'-methyleneformohydrazide C=NNC=O